ClC=1C=C(C=CC1)[C@@](CNC(=O)[C@@H]1[C@H](C1)C=1C=NC=CC1)(C)OC |&1:12,13| (1SR,2SR)-N-[(2R)-2-(3-chlorophenyl)-2-methoxy-propyl]-2-(3-pyridyl)cyclopropanecarboxamide